(S)-3-(4-bromothiazol-2-yl)-2-((tert-butoxycarbonyl)amino)propionic acid BrC=1N=C(SC1)C[C@@H](C(=O)O)NC(=O)OC(C)(C)C